ClC1=C(C(NC=C1)=O)C1=NC=CC=N1 chloropyrimidyl-pyridone